C12(CCC(CC1)N2)COC2=NC1=C(C(=C(C=C1C(=N2)N2CCNCC2)Cl)C2=CC=CC1=C2N=C(S1)N)F 4-(2-(((1s,4s)-7-azabicyclo[2.2.1]hept-1-yl)methoxy)-6-chloro-8-fluoro-4-(piperazin-1-yl)quinazolin-7-yl)benzo[d]thiazol-2-amine